N1(C=NC=C1)CC1=CC=C(C=C1)C1=C(SC(=C1)CC(C)C)S(=O)(=O)[N-]C(=O)OCCCC ((3-(4-((1H-imidazol-1-yl)methyl)phenyl)-5-isobutylthiophen-2-yl)sulfonyl)(butoxycarbonyl)amide